[Cl-].C(CCCCCCCCCCCCCCCCCCCCC)[N+](C)(C)C Behenyl-trimethylammonium chlorid